(S)-5-((1-(3-(5-fluoro-3-(trifluoromethyl)-8,9-dihydropyrido[3',2':4,5]pyrrolo[1,2-a]pyrazin-7(6H)-yl)-3-oxopropoxy)propan-2-yl)amino)-4-(trifluoromethyl)pyridazine FC=1C2=C(N3C1CN(CC3)C(CCOC[C@H](C)NC=3C(=CN=NC3)C(F)(F)F)=O)N=CC(=C2)C(F)(F)F